5-(1-((1-(2-(4-(4-chloro-1,2-bis(4-hydroxyphenyl)but-1-en-1-yl)phenoxy)ethyl)piperidin-4-yl)methyl)piperidin-4-yl)-2-(2,6-dioxopiperidin-3-yl)-6-fluoroisoindoline-1,3-dione ClCCC(=C(C1=CC=C(C=C1)O)C1=CC=C(OCCN2CCC(CC2)CN2CCC(CC2)C=2C=C3C(N(C(C3=CC2F)=O)C2C(NC(CC2)=O)=O)=O)C=C1)C1=CC=C(C=C1)O